5-chloro-4-(trifluoromethyl)picolinic acid methyl ester COC(C1=NC=C(C(=C1)C(F)(F)F)Cl)=O